cis-N1-(5-(imidazo[1,2-a]pyridin-6-yl)pyrrolo[2,1-f][1,2,4]triazin-2-yl)-N4-methylcyclohexane-1,4-diamine N=1C=CN2C1C=CC(=C2)C=2C=CN1N=C(N=CC12)N[C@@H]1CC[C@@H](CC1)NC